2-((2-ethyl-6-fluoro-5-(4-(2-(3-hydroxyazetidin-1-yl)-2-oxoethyl)piperazin-1-yl)pyrazolo[1,5-a]pyridin-3-yl)(methyl)amino)-4-(4-fluorophenyl-2,3,5,6-d4)thiazole-5-carbonitrile C(C)C1=NN2C(C=C(C(=C2)F)N2CCN(CC2)CC(=O)N2CC(C2)O)=C1N(C=1SC(=C(N1)C1=C(C(=C(C(=C1[2H])[2H])F)[2H])[2H])C#N)C